S(OC1=CC=C(C=C1)OCC1=C(C=C(C=C1F)C1=NC=NC(=C1)O)F)(=O)(=O)F 4-((2,6-difluoro-4-(6-hydroxypyrimidin-4-yl)benzyl)oxy)phenyl sulfurofluoridate